4-methyl-2,6-dibromoaniline CC1=CC(=C(N)C(=C1)Br)Br